2-(4-(tert-butoxycarbonyl)piperazin-1-yl)-5-iodooxazolo[4,5-b]pyridine 4-oxide C(C)(C)(C)OC(=O)N1CCN(CC1)C=1OC=2C(=[N+](C(=CC2)I)[O-])N1